N-(β-aminoethyl)-γ-amino-propyltriethoxysilane NCCNCCC[Si](OCC)(OCC)OCC